3-(3-chlorophenyl)-7-methyl-1H-indole-2-carboxylic acid ClC=1C=C(C=CC1)C1=C(NC2=C(C=CC=C12)C)C(=O)O